cyclohexanebenzoyl sulfone C1(CCCCC1)C1=CC=CC=C1C(=O)S(=O)(=O)C(C1=CC=CC=C1C1CCCCC1)=O